(((E)-5-Hydroxy-4-methylpent-3-en-1-yl)(phenoxy)phosphoryl)-L-alanine (R)-tetrahydrofuran-3-yl ester O1C[C@@H](CC1)OC([C@@H](NP(=O)(OC1=CC=CC=C1)CC\C=C(\CO)/C)C)=O